N1N=CC(=C1)NCC=1C=C2C=CN=C(C2=CC1)NC=1C=NC(=CC1)Cl 6-(((1H-pyrazol-4-yl)amino)methyl)-N-(6-chloropyridin-3-yl)isoquinolin-1-amine